3-(5-((1H-imidazol-1-yl)methyl)pyridin-2-yl)-N-(tert-butyl)-5-isobutylthiophene-2-sulfonamide N1(C=NC=C1)CC=1C=CC(=NC1)C1=C(SC(=C1)CC(C)C)S(=O)(=O)NC(C)(C)C